[N+](=O)([O-])C1=C(C=CC(=C1)C(F)(F)F)\C=N\C=1C=C2C(=CN1)N(N=C2)CC(C(F)(F)F)(F)F (E)-1-[2-nitro-4-(trifluoromethyl)phenyl]-N-[1-(2,2,3,3,3-pentafluoropropyl)pyrazolo[3,4-c]pyridin-5-yl]methanimine